α-ethyl-γ-butyrolactone C(C)C1C(=O)OCC1